C(CCCC)NC1=CN=C(C2=CC=CC(=C12)NCCCCC)C1C(C(C1=O)C1=NC=C(C2=C(C=CC=C12)NCCCCC)NCCCCC)=O 2,4-Bis[4,5-bis(pentylamino)isoquinolin-1-yl]cyclobutane-1,3-dione